C(C1=CC=CC=C1)N1CC2COCC(C1)C2O 7-benzyl-3-oxa-7-azabicyclo[3.3.1]nonan-9-ol